FC=1C=2N(C=C(C1)C=1N=CC3=C(N1)C=CN(C3=O)[C@H]3CCN(C1(CC1)C3)C(=O)OC(C)(C)C)C=C(N2)C tert-butyl (S)-7-(2-(8-fluoro-2-methylimidazo[1,2-a]pyridin-6-yl)-5-oxopyrido[4,3-d]pyrimidin-6(5H)-yl)-4-azaspiro[2.5]octane-4-carboxylate